N1=C(N=CC=C1)C=CC=1N=C(SC1)NC(OC(C)(C)C)=O tert-butyl (4-(2-(pyrimidin-2-yl)vinyl)thiazol-2-yl)carbamate